O1CCC(=CC1)C=1C2=C(C(=NC1)OC)N=C(S2)NC(=O)N2CCC(CC2)N2C(C=CC2=O)=O N-[7-(3,6-dihydro-2H-pyran-4-yl)-4-methoxy-[1,3]thiazolo[4,5-c]pyridin-2-yl]-4-(2,5-dioxo-2,5-dihydro-1H-pyrrol-1-yl)piperidine-1-carboxamide